FCCCN1CC(C1)=CC1=CC=C(C=C1)C1=C(CCCC2=C1C=CC(=C2)C(=O)OC)C2CCOCC2 methyl 9-(4-((1-(3-fluoropropyl)azetidin-3-ylidene)methyl)phenyl)-8-(tetrahydro-2H-pyran-4-yl)-6,7-dihydro-5H-benzo[7]annulene-3-carboxylate